3,5-dimethylpyrrole-2-formaldehyde CC1=C(NC(=C1)C)C=O